2-amino-9-((2r,3r,5s)-3-hydroxy-5-((S)-1-hydroxy-2-(methylamino)ethyl)tetrahydrofuran-2-yl)-7-(prop-2-yn-1-yl)-7,9-dihydro-1H-purine-6,8-dione NC=1NC(C=2N(C(N(C2N1)[C@@H]1O[C@@H](C[C@H]1O)[C@H](CNC)O)=O)CC#C)=O